Methyl 5-amino-8-formylimidazo[1,5-a]Pyridine-6-carboxylate trifluoroacetate FC(C(=O)O)(F)F.NC1=C(C=C(C=2N1C=NC2)C=O)C(=O)OC